1H-pyrrolo[2,3-b]pyridine-4-carbaldehyde N1C=CC2=C1N=CC=C2C=O